COC1CC(C1)CNC1=C(C=C(C=C1)S(=O)(=O)N)[N+](=O)[O-] 4-((((1S,3s)-3-methoxycyclobutyl)methyl)amino)-3-nitrobenzenesulfonamide